(2,3-epoxypropoxy)propyltrimethylsilane C(C1CO1)OCCC[Si](C)(C)C